CC=1N=CN2N=CN=CC21 5-methyl-imidazo[5,1-f][1,2,4]triazin